7-diethylamino-3-(4-isothiocyanatophenyl)-4-methylcoumarin C(C)N(C1=CC=C2C(=C(C(OC2=C1)=O)C1=CC=C(C=C1)N=C=S)C)CC